tert-butyl N-{2-fluoro-3-[1-(7-hydroxy-2-oxo-3,4-dihydro-2H-1,3-benzoxazin-3-yl)ethyl]phenyl}carbamate FC1=C(C=CC=C1C(C)N1C(OC2=C(C1)C=CC(=C2)O)=O)NC(OC(C)(C)C)=O